5-[1-(3,3-Difluoro-2,2-dimethylpropyl)-1H-pyrazol-4-yl]-6-chinolin-7-ylpyridin-2-carbonitril FC(C(CN1N=CC(=C1)C=1C=CC(=NC1C1=CC=C2C=CC=NC2=C1)C#N)(C)C)F